2-[carbamoyl-(methyl)amino]acetic acid C(N)(=O)N(CC(=O)O)C